6-(2-methoxyphenyl)-1-(4-(1-methyl-4-(trifluoromethyl)-1H-imidazol-2-yl)benzyl)-1H-pyrazolo[3,4-d]pyrimidine COC1=C(C=CC=C1)C1=NC=C2C(=N1)N(N=C2)CC2=CC=C(C=C2)C=2N(C=C(N2)C(F)(F)F)C